C1(=CC=CC=C1)C(CC(C(C1=NC=CC=C1)C1=NC=CC=C1)C1=CC=CC=C1)=O 1,3-diphenyl-4,4-bis(2-pyridyl)-1-butanone